NO AMINOALCOHOL